9-hydroxy-1,3,4,5-tetrahydro-2H-benzo[d]azepine-2-One OC1=CC=CC2=C1CC(NCC2)=O